N-((1s,4s)-4-((5-(4-fluorobenzoyl)-2-((4-(piperazin-1-yl)phenyl)amino)-7H-pyrrolo[2,3-d]pyrimidin-4-yl)amino)cyclohexyl)propanamide FC1=CC=C(C(=O)C2=CNC=3N=C(N=C(C32)NC3CCC(CC3)NC(CC)=O)NC3=CC=C(C=C3)N3CCNCC3)C=C1